P(O)(=O)(OP(=O)(O)OP(=O)(O)O)OC[C@@H]1[C@H]([C@]([C@@H](O1)N1C(=O)N=C(NC(CCCCC)=O)C=C1)(O)F)O 2'-fluoro-N4-hexanoylcytidine triphosphate